COC1=C(C(=CC(=C1C=1C=NC=CC1)CCCCC)OC)C1=CC(=CC=C1)C 3-(2,6-dimethoxy-3'-methyl-4-pentyl-[1,1'-biphenyl]-3-yl)pyridine